2-(5,6-difluoro-3-oxo-2,3-dihydro-1h-inden-1-ylidene)malononitrile FC=1C=C2C(CC(C2=CC1F)=C(C#N)C#N)=O